(S)-1-(1H-Benzo[d]imidazol-5-yl)-5-(4-(diethylamino)phenyl)imidazolidin-2-on N1C=NC2=C1C=CC(=C2)N2C(NC[C@@H]2C2=CC=C(C=C2)N(CC)CC)=O